hexabromodigermane Br[Ge]([Ge](Br)(Br)Br)(Br)Br